ethanediamine oxalate C(C(=O)O)(=O)O.C(C)(N)N